(2R,3S)-2-(3-(4-fluoro-1H-benzo[d]imidazol-1-yl)propyl)piperidin-3-ol FC1=CC=CC=2N(C=NC21)CCC[C@H]2NCCC[C@@H]2O